C(C1=CC=CC=C1)N1S(C(C(C2=C1C(=CC=C2)OC)=O)C2=CC=CC=C2)(=O)=O 1-benzyl-8-methoxy-3-phenyl-1H-2,1-benzothiazin-4(3H)-one 2,2-dioxide